2-(3-methyl-1H-imidazol-5-yl)-N-(1-methylcyclopropyl)pyrido[3,4-d]pyrimidin-amine CN1CNC(=C1)C1(N=CC2=C(N1)C=NC=C2)NC2(CC2)C